NC1=NC=C(C(=C1)SC1=CN=C2C(=N1)NC(=N2)N2CCC1(CC2)[C@@H](C2=CC=CC=C2C1)N)Cl (S)-1'-(6-((2-amino-5-chloropyridin-4-yl)thio)-1H-imidazo[4,5-b]pyrazin-2-yl)-1,3-dihydrospiro[indene-2,4'-piperidin]-1-amine